7-ethyl-4-(4-fluoro-3-(8-(methoxymethyl)-3-methylimidazolo[1,2-a]pyridin-7-yl)phenyl)-7H-Imidazolo[4,5-c]pyridazine C(C)N1C=NC2=C1N=NC=C2C2=CC(=C(C=C2)F)C2=C(C=1N(C=C2)C(=CN1)C)COC